6-[5-[2-[(4-Chloro-2-hydroxy-1,3-dihydroinden-2-yl)methylamino]ethyl]-2-oxo-1,3-oxazolidin-3-yl]-4H-pyrido[3,2-b][1,4]oxazin-3-one ClC1=C2CC(CC2=CC=C1)(O)CNCCC1CN(C(O1)=O)C=1C=CC=2OCC(NC2N1)=O